6-(6-Chloropyrazin-2-yl)-N2-(3,3-difluorocyclobutyl)-N4-(3,5-difluorophenyl)-1,3,5-triazine-2,4-diamine ClC1=CN=CC(=N1)C1=NC(=NC(=N1)NC1CC(C1)(F)F)NC1=CC(=CC(=C1)F)F